[O-]S(=O)(=O)C(F)(F)F.C[S+](C1=CC=C(C=C1)C1=CC=C(C=C1)C(F)(F)F)C dimethyl-(4'-(trifluoromethyl)-[1,1'-biphenyl]-4-yl)sulfonium triflate